(E)-7-(3-benzylidene-2,5-dioxopyrrolidinyl)-N-hydroxyheptylamide C(/C1=CC=CC=C1)=C/1\C(N(C(C1)=O)C(CCCCCC[NH-])O)=O